S1C(=NC2=C1C=CC=C2)[C@H]2N(C[C@@H](C2)O)C([C@H](C(C)C)N2N=NC(=C2)C(=O)O)=O 1-((S)-1-((2S,4r)-2-(benzo[d]thiazol-2-yl)-4-hydroxypyrrolidin-1-yl)-3-methyl-1-oxobutan-2-yl)-1H-1,2,3-triazole-4-carboxylic acid